OCCNC(CCCCC(=O)N)=O N-(2-hydroxy-ethyl)adipamide